ClC1=CC2=C(NC([C@@H](N=C2C2=CC=CC=C2)C2CCCC2)=O)C=C1 (S)-7-chloro-3-cyclopentyl-5-phenyl-1H-benzo[e][1,4]diazepin-2(3H)-one